ClC1=C(C=C(C=C1)C=1C=NC(=CC1)F)NC(=O)C=1N=C(OC1)NC(OC(C)(C)C)=O tert-Butyl (4-{[2-chloro-5-(6-fluoropyridin-3-yl)phenyl]carbamoyl}-1,3-oxazol-2-yl)carbamate